C1(CC1)C=1C=CC(N2C1SC(CC2C(=O)O)C2=C(C=CC=C2)[N+](=O)[O-])=O 9-Cyclopropyl-2-(2-nitrophenyl)-6-oxo-2,3,4,6-tetrahydropyrido[2,1-b][1,3]thiazine-4-carboxylic acid